1-{6-Benzoyl-3,3-dimethyl-1H,2H,3H-pyrrolo[3,2-c]pyridin-1-yl}-2-[(2R,5R)-2-(methoxymethyl)-5-methylpiperazin-1-yl]ethan-1-one, dihydrochloride salt Cl.Cl.C(C1=CC=CC=C1)(=O)C1=CC2=C(C=N1)C(CN2C(CN2[C@H](CN[C@@H](C2)C)COC)=O)(C)C